ClC1=NC=CC(=C1)C=1C=NN2C1N=CC(=C2)CN2CCC1(COC1)CC2 7-((3-(2-Chloropyridin-4-yl)pyrazolo[1,5-a]pyrimidin-6-yl)methyl)-2-oxa-7-azaspiro[3.5]nonane